N(=[N+]=[N-])C(C[C@@H](O[Si](C)(C)C(C)(C)C)[C@@H]1N(C(OC1)(C)C)C(=O)OC(C)(C)C)C1CC1 tert-Butyl (4R)-4-((1R,2S)-3-azido-1-{[tert-butyl(dimethyl)silyl]oxy}-3-cyclopropylpropyl)-2,2-dimethyl-1,3-oxazolidine-3-carboxylate